dichloro-N,N-diethyl-phosphoramide ClNP(=O)(N(CC)CC)NCl